(2S)-N-[4-(3-Cyanophenyl)-5-(2,6-dimethyl-4-pyridyl)thiazol-2-yl]-2-methyl-azetidin-1-carboxamid C(#N)C=1C=C(C=CC1)C=1N=C(SC1C1=CC(=NC(=C1)C)C)NC(=O)N1[C@H](CC1)C